C1(CCCC1)C1=C(C=C(C=C1OC)\C=C\C1=CC(=CC=C1)F)OC (E)-2-cyclopentyl-5-(3-fluoro-styryl)-1,3-dimethoxybenzene